NC/C(/CN1N=C2N(C=C(C=C2)C2=CC=C(C=C2)NC(C)=O)C1=O)=C\F N-(4-{2-[(2E)-2-(aminomethyl)-3-fluoroprop-2-en-1-yl]-3-oxo-2,3-dihydro[1,2,4]triazolo[4,3-a]pyridin-6-yl}phenyl)acetamide